(E)-3-(2-(2-cyano-3-(thiazol-2-yl)acryloyl)-1,3-dimethyl-1,2,3,4-tetrahydroisoquinolin-6-yl)propionic acid C(#N)/C(/C(=O)N1C(C2=CC=C(C=C2CC1C)CCC(=O)O)C)=C\C=1SC=CN1